O1CCN(CC1)C1=NC(=C2C=C(C=NC2=C1)NS(=O)(=O)C1CCCC1)OC1CCC(CC1)NC1=NC=CC=N1 N-(7-morpholino-5-(((1s,4s)-4-(pyrimidin-2-ylamino)cyclohexyl)oxy)-1,6-naphthyridin-3-yl)cyclopentanesulfonamide